C(C)(C)(C)OC(=O)N1CCC(CC1)N1C=C(C2=CC=CC=C12)OB(O)O [1-(1-tert-Butoxycarbonyl-4-piperidinyl)indol-3-yl]Boric acid